FC=1C=CC(=C(C1)N1N=C2C(=C1)C(N(C2=O)C2CCOCC2)C2=CC=C(C=C2)C(F)(F)F)O (5-fluoro-2-hydroxyphenyl)-5-(tetrahydro-2H-pyran-4-yl)-4-(4-(trifluoromethyl)phenyl)-4,5-dihydropyrrolo[3,4-c]pyrazol-6(2H)-one